4-fluoro-1-(propan-2-yl)-1H-benzimidazol FC1=CC=CC=2N(C=NC21)C(C)C